C(#N)C1=NC=CC(=C1)B(O)O 2-CYANOPYRIDINE-4-BORONIC ACID